propyl-2-butyn C(CC)CC#CC